NCCOCCOCCOCCOCCN(C(C(COCCCCCCCC(=O)OC\C=C/CCCCCC)OCCCCCCCC(=O)OC\C=C/CCCCCC)=O)CCCCCCCC [(Z)-non-2-enyl] 8-[3-[2-[2-[2-[2-(2-aminoethoxy)ethoxy]ethoxy]ethoxy]ethyl-octyl-amino]-2-[8-[(Z)-non-2-enoxy]-8-oxo-octoxy]-3-oxo-propoxy]octanoate